[C-]1(C=CC=C1)CCCCCCS.[CH-]1C=CC=C1.[Fe+2] 6-(Ferrocenyl)hexanethiol